7-((2-(2,6-dioxopiperidin-3-yl)-1,3-dioxoisoindolin-4-yl)thio)-N-(3-((3aR,4R,9bR)-4-(hydroxymethyl)-1-tosyl-2,3,3a,4,5,9b-hexahydro-1H-pyrrolo[3,2-c]quinolin-8-yl)phenyl)heptanamide O=C1NC(CCC1N1C(C2=CC=CC(=C2C1=O)SCCCCCCC(=O)NC1=CC(=CC=C1)C1=CC=2[C@H]3[C@@H]([C@@H](NC2C=C1)CO)CCN3S(=O)(=O)C3=CC=C(C)C=C3)=O)=O